1-(2-fluoro-4-nitrosophenyl)-4-methylpiperazine FC1=C(C=CC(=C1)N=O)N1CCN(CC1)C